N1-Cyclopropyl-4,5-difluorobenzene-1,2-diamine C1(CC1)NC=1C(=CC(=C(C1)F)F)N